2-[(2-Phenylethylthio)sulfanyl]propionic acid C1(=CC=CC=C1)CCSSC(C(=O)O)C